ClC1=C(N(N=C1C(F)(F)F)C1=CC(=CC=C1)C(N(C1=CC=2N(C=C1)N=C(C2)C)C)=O)COC2=CC=C(C(=O)OC(C)(C)C)C=C2 tert-Butyl 4-[[4-chloro-2-[3-[methyl-(2-methylpyrazolo[1,5-a]pyridin-5-yl)carbamoyl]phenyl]-5-(trifluoromethyl)pyrazol-3-yl]methoxy]benzoate